7-(3,4-dichlorobenzoyl)-N-[1-(hydroxymethyl)cyclopropyl]-2-(4-methoxyphenyl)-3-oxo-6,8-dihydro-5H-imidazo[1,5-a]pyrazine-1-carboxamide ClC=1C=C(C(=O)N2CC=3N(CC2)C(N(C3C(=O)NC3(CC3)CO)C3=CC=C(C=C3)OC)=O)C=CC1Cl